O(C1=CC=CC=C1)C1=CC=C(C=C1)C(C)=O 4'-Phenoxyacetophenone